(R)-2-(benzofuran-3-yl)-1-((3aS,4S,6S,7aR)-3a,5,5-trimethylhexahydro-4,6-methanobenzo[d][1,3,2]dioxaborol-2-yl)ethan-1-amine hydrochloride Cl.O1C=C(C2=C1C=CC=C2)C[C@H](N)B2O[C@@]1([C@H](O2)C[C@H]2C([C@@H]1C2)(C)C)C